2-(5-bromopyridin-2-yl)-1-butyl-5-methyl-1H-benzimidazol BrC=1C=CC(=NC1)C1=NC2=C(N1CCCC)C=CC(=C2)C